OC=1C=C(C=CC1)S 3-Hydroxythiophenol